N-(2-(3,4-dichlorophenyl)cyclopropyl)-4-(trifluoromethoxy)benzene-sulfonamide ClC=1C=C(C=CC1Cl)C1C(C1)NS(=O)(=O)C1=CC=C(C=C1)OC(F)(F)F